O=C1N(C(CC1)=O)OC(CCCCC(=O)NCCO[C@H]1[C@@H]([C@@H](O[C@@H]2[C@@H](O)[C@@H](O)[C@H](O)[C@H](O2)CO)[C@H](O)[C@H](O1)CO[C@@H]1[C@@H](O)[C@@H](O)[C@H](O)[C@H](O1)CO)F)=O 6-[(2,5-Dioxopyrrolidin-1-yl)oxy]-N-(2-{[α-D-mannopyranosyl-(1→3)-[α-D-mannopyranosyl-(1→6)]-2-deoxy-2-fluoro-β-D-glucopyranosyl]oxy}ethyl)-6-oxo-hexanamide